4-[amino(4,5-dichloro-2-hydroxyphenyl)methyl]benzamide NC(C1=CC=C(C(=O)N)C=C1)C1=C(C=C(C(=C1)Cl)Cl)O